COC(=O)[C@H]1NS(N(C1)C)(=O)=O.FC(C1CC(C1)N1N=CC(=C1)C1=NC2=CC=CC=C2N=C1)(F)F 2-(1-(3-(trifluoromethyl)cyclobutyl)-1H-pyrazol-4-yl)quinoxaline methyl-(3S)-5-methyl-1,1-dioxo-1,2,5-thiadiazolidine-3-carboxylate